CC1=CC(C(=NN1C=1C=C(C=CC1)C)C(=O)NC1CCC2=C(NC1=O)C=CC=C2)=O 6-methyl-4-oxo-N-(2-oxo-2,3,4,5-tetrahydro-1H-benzo[b]azepin-3-yl)-1-(m-tolyl)-1,4-dihydropyridazine-3-carboxamide